N1=CC=C(C=C1)C(=O)CC(=O)C(F)(F)F 4-pyridineformyltrifluoroacetone